FC(C(F)(F)F)(O[Si](OC(C(F)(F)F)(F)F)(OC(C(F)(F)F)(F)F)C(C(C(C(C(C(C(C(C(C(F)(F)F)(F)F)(F)F)(F)F)(F)F)(F)F)(F)F)(F)F)(F)F)(F)F)F Z-perfluorodecyl-triethoxysilane